CC=1OC=2C(N1)=C(C=CC2)C(=O)O 2-methylbenzo[d]oxazole-4-carboxylic acid